(R)-5-isopropyl-5-{4-[4-(4-methylbenzoxazol-2-yl)piperidine-1-carbonyl]phenyl}-imidazolidine-2,4-dione C(C)(C)[C@]1(C(NC(N1)=O)=O)C1=CC=C(C=C1)C(=O)N1CCC(CC1)C=1OC2=C(N1)C(=CC=C2)C